methyl 6-fluoropyrazolo[1,5-a]pyridine-3-carboxylate FC=1C=CC=2N(C1)N=CC2C(=O)OC